OCC=1N(C2=CC=CC=C2C1)CC(C)(O)C 1-(2-(hydroxymethyl)-1H-indol-1-yl)-2-methylpropan-2-ol